N-(2-benzylpyrrolidin-3-yl)methanesulfonamide methyl-(S)-2-(6-cyanobenzo[d]oxazol-2-yl)-6-methoxy-5-((6-methoxypyridin-3-yl)methoxy)-1,2,3,4-tetrahydroisoquinoline-3-carboxylate COC(=O)[C@H]1N(CC2=CC=C(C(=C2C1)OCC=1C=NC(=CC1)OC)OC)C=1OC2=C(N1)C=CC(=C2)C#N.C(C2=CC=CC=C2)C2NCCC2NS(=O)(=O)C